1,3-bis(glycidoxypropyl)tetramethyldisiloxane C(C1CO1)OCCC[Si](O[Si](CCCOCC1CO1)(C)C)(C)C